4-(2-amino-4-(trifluoromethyl)phenyl)-5,6-dihydropyridine-1(2H)-carboxylic acid tert-butyl ester C(C)(C)(C)OC(=O)N1CC=C(CC1)C1=C(C=C(C=C1)C(F)(F)F)N